5-fluoro-2-((4-fluoro-2-methyl-phenyl)amino)-6-methylnicotinic acid FC=1C(=NC(=C(C(=O)O)C1)NC1=C(C=C(C=C1)F)C)C